C(C)(C)(C)OC(=O)NC\C=C(\C(=O)OCC)/F (Z)-ethyl 4-(tert-butoxycarbonylamino)-2-fluorobut-2-enoate